tert-butyl 3-[2-[4-(3-chloro-2-fluoro-anilino)-6-nitro-quinazolin-7-yl]ethynyl]-3-fluoro-pyrrolidine-1-carboxylate ClC=1C(=C(NC2=NC=NC3=CC(=C(C=C23)[N+](=O)[O-])C#CC2(CN(CC2)C(=O)OC(C)(C)C)F)C=CC1)F